2-(9-(4-((tert-butyldimethylsilyl)-oxy)butyl)-3,9-diazaspiro[5.5]undecan-3-yl)propane-1,3-diyl bis(2-cyclobutyldecanoate) C1(CCC1)C(C(=O)OCC(COC(C(CCCCCCCC)C1CCC1)=O)N1CCC2(CC1)CCN(CC2)CCCCO[Si](C)(C)C(C)(C)C)CCCCCCCC